FC=1C=CC(=NC1)NC1=CC(=C(C=N1)C(CC([2H])([2H])[2H])=O)NC1=NC=CC=2C=3C([C@H](N(C12)C)C)=CN(N3)C |r| (R/S)-1-(6-((5-fluoropyridin-2-yl)amino)-4-((2,4,5-trimethyl-4,5-dihydro-2H-pyrazolo[4,3-c][1,7]naphthyridin-6-yl)amino)pyridin-3-yl)propan-1-one-3,3,3-d3